5-(7,8-dimethyl-[1,2,4]triazolo[1,5-a]pyridin-6-yl)-6-isopropyl-N-(2-methyl-2-morpholinopropyl)-4H-pyrrolo[3,2-d]thiazol-2-carboxamide CC1=C(C=2N(C=C1C1=C(C=3N=C(SC3N1)C(=O)NCC(C)(N1CCOCC1)C)C(C)C)N=CN2)C